S-[methyl-14C]-L-methionine [14CH3][S+](CC[C@H](N)C(=O)O)C